Glycidyl Trimethylsilyl Ether C[Si](C)(C)OCC1CO1